3-(5-(1-(3-chloro-5-fluorobenzyl)piperidin-4-yl)-1-oxoisoindolin-2-yl)piperidine-2,6-dione ClC=1C=C(CN2CCC(CC2)C=2C=C3CN(C(C3=CC2)=O)C2C(NC(CC2)=O)=O)C=C(C1)F